ClC=1C=C(C=C2C=CC=NC12)C1=C(N=C(C(=N1)NCC1CCN(CC1)C)N)C1=CC=CC=C1 6-(8-chloroquinolin-6-yl)-N2-((1-methylpiperidin-4-yl)methyl)-5-phenylpyrazine-2,3-diamine